ClC=1C=C(C=CC1)C1=NC=CC=C1 (3-chlorophenyl)pyridin